(rac)-2'-[6-amino-5-(trifluoromethyl)pyridin-3-yl]-N-[2-(oxan-4-yl)propan-2-yl]-5',6'-dihydrospiro[pyrrolidine-3,4'-pyrrolo[1,2-b]pyrazole]-1-carboxamide NC1=C(C=C(C=N1)C=1C=C2N(N1)CC[C@]21CN(CC1)C(=O)NC(C)(C)C1CCOCC1)C(F)(F)F |r|